N-[5-([[4-(trifluoromethyl)phenyl]methoxy]methyl)-1H-indol-3-yl]acetamide tert-Butyl-3-acetamido-5-([[4-(trifluoromethyl)phenyl]methoxy]methyl)indole-1-carboxylate C(C)(C)(C)OC(=O)N1C=C(C2=CC(=CC=C12)COCC1=CC=C(C=C1)C(F)(F)F)NC(C)=O.FC(C1=CC=C(C=C1)COCC=1C=C2C(=CNC2=CC1)NC(C)=O)(F)F